((2R,4R)-1-(3-(2,6-dioxopiperidin-3-yl)-1-methyl-1H-indazol-6-yl)-2-methyl-6-oxopiperidin-4-yl)(methyl)carbamic acid tert-butyl ester C(C)(C)(C)OC(N(C)[C@@H]1C[C@H](N(C(C1)=O)C1=CC=C2C(=NN(C2=C1)C)C1C(NC(CC1)=O)=O)C)=O